(R)-5-bromo-N-(1-(2,4-Dichlorophenyl)ethyl)-4-fluoro-2-nitroaniline BrC=1C(=CC(=C(N[C@H](C)C2=C(C=C(C=C2)Cl)Cl)C1)[N+](=O)[O-])F